C(CCC)C1=C[C@]2(C(C3=CC=CC=C13)=O)OCCC2 (R)-4'-n-butyl-4,5-dihydro-1'H,3H-spiro[furan-2,2'-naphthalene]-1'-one